N1(CCCCCC1)C=1N=C(C2=C(C=NNC2=O)N1)NC1=CC=C(C=C1)CCN1CCC(CC1)O 2-(azepan-1-yl)-4-((4-(2-(4-hydroxypiperidin-1-yl)ethyl)phenyl)amino)pyrimido[4,5-d]pyridazin-5(6H)-one